[Li+].C(C)[NH+](CC)CC triethylammonium lithium